S-allyl-mercaptocysteine mercapto-ethanesulfonate SC(C)S(=O)(=O)O.C(C=C)SC[C@H](NS)C(=O)O